C(C1=CC=CC=C1)NC(CC1C(N(C2=C(S1)N=CC=C2)C)=O)=O N-benzyl-2-(1-methyl-2-oxo-2,3-dihydro-1H-pyrido[2,3-b][1,4]thiazin-3-yl)acetamide